FC(C1=CC=C(C=N1)OC(CN1CCC2(CS(C2)(=O)=O)CC1)C)(F)F 7-(2-((6-(Trifluoromethyl)pyridin-3-yl)oxy)propyl)-2-thia-7-azaspiro[3.5]nonane 2,2-dioxide